Glyceryl Stearate Glyceryl-Stearate Citrate C(CC(O)(C(=O)O)CC(=O)O)(=O)O.C(C(O)CO)OC(CCCCCCCCCCCCCCCCC)=O.C(CCCCCCCCCCCCCCCCC)(=O)OCC(O)CO